C(C=1C(C(=O)[O-])=CC=CC1)(=O)OCCCCCC hexyl Phthalate